C1(CC1)C(C(C(=O)OC)C)=O methyl 3-cyclopropyl-2-methyl-3-oxo-propanoate